C[N+](CCCS(=O)(=O)O)(CCO)C dimethyl-(2-hydroxyethyl)-(3-sulfopropyl)ammonium